(±)-1-(8-Fluoro-6-(5-fluoro-2-((5-(4-methylpiperazin-1-yl)pyridin-2-yl)amino)pyrimidin-4-yl)quinolin-4-yl)ethanol trihydrochloride Cl.Cl.Cl.FC=1C=C(C=C2C(=CC=NC12)[C@@H](C)O)C1=NC(=NC=C1F)NC1=NC=C(C=C1)N1CCN(CC1)C |r|